3-(2-(3-carbamoyl-1H-indazol-1-yl)-N-(2-((3-chloro-2-fluorobenzyl)amino)-2-oxoethyl)acetamido)azetidine-1-carboxylic acid tert-butyl ester C(C)(C)(C)OC(=O)N1CC(C1)N(C(CN1N=C(C2=CC=CC=C12)C(N)=O)=O)CC(=O)NCC1=C(C(=CC=C1)Cl)F